2,4-dichloro-5-((3-methylpiperidin-1-yl)methyl)pyrimidine ClC1=NC=C(C(=N1)Cl)CN1CC(CCC1)C